(4-aminoimidazo[1,5-a]pyrido[3,4-e]pyrazin-8-yl)((2S,4aS,9aR)-8-fluoro-2-methyl-7-(trifluoromethoxy)-2,3,9,9a-tetrahydroindeno[2,1-b][1,4]oxazin-4(4aH)-yl)methanone NC=1C=2N(C3=C(N1)C=NC(=C3)C(=O)N3[C@@H]1[C@H](O[C@H](C3)C)CC=3C(=C(C=CC31)OC(F)(F)F)F)C=NC2